ClC1=CC=C(CNC(=O)NC2=CC=C(C=C2)CN2C(CNC(C2)C)=O)C=C1 1-(4-chloro-benzyl)-3-(4-((5-methyl-2-oxopiperazin-1-yl)methyl)phenyl)urea